2-chloro-4-(difluoromethyl)-3-(methylsulfanyl)-N-(1,3,4-oxadiazol-2-yl)benzamide ClC1=C(C(=O)NC=2OC=NN2)C=CC(=C1SC)C(F)F